tert-butyl (4R,5R)-2,2,5-trimethyl-4-((tosyloxy)methyl)oxazolidine-3-carboxylate CC1(O[C@@H]([C@H](N1C(=O)OC(C)(C)C)COS(=O)(=O)C1=CC=C(C)C=C1)C)C